tert-butyl-[(4-{(1R,2R)-2-[(R)-glycyl]Cyclopropyl}phenyl)sulfonyl]Carbamic acid C(C)(C)(C)N(C(O)=O)S(=O)(=O)C1=CC=C(C=C1)[C@H]1[C@@H](C1)C(CN)=O